2-methoxyethyl-1H-pyrazole COCCN1N=CC=C1